ClC1=CC=C(C=C1)C1CCN(CC1)C1=CC(=C(C=C1F)NC1C(NC(CC1)=O)=O)OC 3-((4-(4-(4-Chlorophenyl)piperidin-1-yl)-5-fluoro-2-methoxyphenyl)amino)piperidine-2,6-dione